(R)-3-((5-iodopyridin-2-yl)oxy)pyrroline-1-carboxylic acid tert-butyl ester C(C)(C)(C)OC(=O)N1C=C(CC1)OC1=NC=C(C=C1)I